C(C1=CC=CC=C1)OC=1C=C(C(=O)Cl)C=CC1OCC1=CC=CC=C1 3,4-dibenzyloxybenzoyl chloride